2-(3-(benzyloxy)-2-(hydroxymethyl)-4-methoxyphenyl)-N-(2-(4-(benzyloxy)-3-methoxyphenyl)ethyl-1,1-d2)acetamide C(C1=CC=CC=C1)OC=1C(=C(C=CC1OC)CC(=O)NC(CC1=CC(=C(C=C1)OCC1=CC=CC=C1)OC)([2H])[2H])CO